(R)-2-(3-fluoro-5-isopropyl-2-methoxyphenyl)-2-((R)-3-(methyl(4-((S)-1,2,3,4-tetrahydro-1,8-naphthyridin-2-yl)butyl)amino)pyrrolidin-1-yl)acetic acid FC=1C(=C(C=C(C1)C(C)C)[C@H](C(=O)O)N1C[C@@H](CC1)N(CCCC[C@@H]1NC2=NC=CC=C2CC1)C)OC